8-(4-(tert-butyl)phenyl)-6-methoxyimidazo[1,2-a]pyrazine C(C)(C)(C)C1=CC=C(C=C1)C=1C=2N(C=C(N1)OC)C=CN2